1,5-diazabicyclo(5.4.0)undec-5-ene N12CCCN=CC2CCCC1